N(=[N+]=[N-])C[C@H]1[C@H]([C@H](N1C[C@@H]1OC(O[C@@H]1[C@@H](CO)O)(C)C)CN1C(C2=CC=CC=C2C1=O)=O)C1=CC=C(C=C1)C#CC1=CC=CC=C1 2-(((2S,3S,4R)-4-(azidomethyl)-1-(((4S,5R)-5-((R)-1,2-dihydroxyethyl)-2,2-dimethyl-1,3-dioxolan-4-yl)methyl)-3-(4-(phenylethynyl)phenyl)azetidin-2-yl)methyl)isoindoline-1,3-dione